C(C=1C(O)=CC=CC1)(=O)NN salicylohydrazide